(3S,4S) or (3R,4R)-1-[4-({7-[3-fluoro-1-(oxetan-3-yl)piperidin-4-yl]-6-methylquinazolin-2-yl}amino)-5-methyl-1H-pyrazol-1-yl]-2-methylpropan-2-ol F[C@@H]1CN(CC[C@H]1C1=C(C=C2C=NC(=NC2=C1)NC=1C=NN(C1C)CC(C)(O)C)C)C1COC1 |o1:1,6|